3-phenyl-4-((5-thiomorpholinothiophen-2-yl)methylene)isoxazol-5(4H)-one C1(=CC=CC=C1)C1=NOC(C1=CC=1SC(=CC1)N1CCSCC1)=O